(6-nitrobenzo[d][1,3]dioxol-5-yl)methanol [N+](=O)([O-])C=1C(=CC2=C(OCO2)C1)CO